(1S,9S)-9-ethyl-5-fluoro-9-hydroxy-1-((2-hydroxypropyl)amino)-4-methyl-1,2,3,9,12,15-hexahydro-10H,13H-benzo[de]pyrano[3',4':6,7]indolizino[1,2-b]quinoline-10,13-dione C(C)[C@]1(C(OCC=2C(N3CC=4C(=NC=5C=C(C(=C6C5C4[C@H](CC6)NCC(C)O)C)F)C3=CC21)=O)=O)O